P(=O)(OC)([O-])[O-].[Ni+3].COP(=O)([O-])[O-].COP(=O)([O-])[O-].[Ni+3] nickel(III) methyl phosphate